C(C)(C)(C)OC(=O)C(C(=O)O)(CN)N t-butoxycarbonyl-D-2,3-diaminopropionic acid